ClC=1C=CC=C2[C@H](CCOC12)NC(=O)NC1=NN(C=C1)C1=CC=C(C=C1)O 1-[(4S)-8-chlorochroman-4-yl]-3-[1-(4-hydroxyphenyl)pyrazol-3-yl]urea